C(CC)NS(=O)(=O)C1=CC=C(C=C1)C1=CC=C(C=C1)OCC#C N-propyl-4'-propargyloxy-4-biphenylsulfonamide